4-(difluoromethoxy)-3-fluoro-N-([1,2,3]triazolo[1,5-b]pyridazin-3-ylmethyl)benzamide FC(OC1=C(C=C(C(=O)NCC=2N=NN3N=CC=CC32)C=C1)F)F